N-{[4-(Aminomethyl)phenyl]methyl}-1-(2-fluorobenzoyl)-3-[1-methansulfonyl-2-(trifluoromethyl)pyrrolidin-3-yl]-N-methyl-1H-pyrazol-5-amin NCC1=CC=C(C=C1)CN(C1=CC(=NN1C(C1=C(C=CC=C1)F)=O)C1C(N(CC1)S(=O)(=O)C)C(F)(F)F)C